1-(2-(Piperidin-4-yl)-1H-indol-4-yl)dihydropyrimidine-2,4(1H,3H)-dione N1CCC(CC1)C=1NC2=CC=CC(=C2C1)N1C(NC(CC1)=O)=O